C(C1=CC=CC=C1)[C@@H]1CC2(CN(C2)C(=O)OC(C)(C)C)CC1 |r| (rac)-tert-Butyl 6-benzyl-2-azaspiro[3.4]octane-2-carboxylate